Cl.Cl.N1=CC(=CC=C1)C=1C=CC(=C(C1)O)C1=CC2=C(N=N1)N(N=N2)C2CC(NC(C2)(C)C)(C)C 5-(Pyridin-3-yl)-2-[3-(2,2,6,6-tetramethylpiperidin-4-yl)-3H-[1,2,3]triazolo[4,5-c]pyridazin-6-yl]phenol-Dihydrochlorid